1-(2-chloropyridin-4-yl)-3-(2-(3-(4-(2-(2,6-dioxopiperidin-3-yl)-1,3-dioxoisoindolin-4-yl)piperazine-1-carbonyl)phenethyl)pyridin-4-yl)urea ClC1=NC=CC(=C1)NC(=O)NC1=CC(=NC=C1)CCC1=CC(=CC=C1)C(=O)N1CCN(CC1)C1=C2C(N(C(C2=CC=C1)=O)C1C(NC(CC1)=O)=O)=O